3,3-dimethyloxetane-2-one CC1(C(OC1)=O)C